Tert-Butyl (1-(5-bromo-3-carbamoyl-6-(4-cyano-3-fluorophenyl)pyrid-2-yl)piperid-4-yl)carbamate BrC=1C=C(C(=NC1C1=CC(=C(C=C1)C#N)F)N1CCC(CC1)NC(OC(C)(C)C)=O)C(N)=O